C(#N)C(CCCC)NS(=O)(=O)C1=CC=CC=C1 N-(1-cyanopentyl)benzenesulfonamide